BrC=1C=C(C(=NC1)F)C(C)O 1-(5-bromo-2-fluoropyridin-3-yl)ethan-1-ol